NC1=C(C=CC=C1)OC amino-anisole